[Br].C(C1=CC=CC=C1)N1CC=C(C=C1)C1=CC=NC=C1 1-benzyl-4,4'-bipyridine bromine salt